FC1(CC(C1)C(=O)NC1=CC=C(C=C1)F)F 3,3-difluoro-N-(4-fluorophenyl)cyclobutane-1-carboxamide